rel-Methyl (1R,3r,5S)-8-azabicyclo[3.2.1]octane-3-carboxylate Hydrochloride Cl.[C@H]12CC(C[C@H](CC1)N2)C(=O)OC